CC(C)(C)OC(=O)C1=CN=C(C=C1)N2C(=O)C(=CN2)N3C=CN=N3 tert-butyl 6-[3-oxo-4-(triazol-1-yl)-1H-pyrazol-2-yl]pyridine-3-carboxylate